C(CCCCCC)C1=[N+](C2=CC=CC=C2C(=C1)O)[O-] 2-heptyl-4-hydroxyquinoline-N-oxide